methyl 5-[3-[tert-butoxycarbonyl(cyclobutylmethyl)amino]-1-piperidyl]thiazole-2-carboxylate C(C)(C)(C)OC(=O)N(C1CN(CCC1)C1=CN=C(S1)C(=O)OC)CC1CCC1